NC1=NC=C(C=C1C=1C=C2CCNC(C2=CC1)=O)C1=CC=C(C=C1)C1CCNCC1 6-(2-amino-5-(4-(piperidin-4-yl)phenyl)pyridin-3-yl)-3,4-dihydroisoquinolin-1(2H)-one